SC=1NC2=C(N1)C=CC=C2 2-mercaptoBenzoimidazole